6-(2-methylpyridin-4-yl)-N-(4-(2-methylpyridin-4-yl)benzyl)isoquinolin-1-amine CC1=NC=CC(=C1)C=1C=C2C=CN=C(C2=CC1)NCC1=CC=C(C=C1)C1=CC(=NC=C1)C